N-((3R,4R,5S)-5-(3,6-dichloro-9H-carbazol-9-yl)-4-hydroxytetrahydro-2H-pyran-3-yl)-N'-propyl-4-(trifluoromethoxy)benzenesulfonimidoamide ClC=1C=CC=2N(C3=CC=C(C=C3C2C1)Cl)[C@@H]1[C@H]([C@@H](COC1)NS(=O)(=NCCC)C1=CC=C(C=C1)OC(F)(F)F)O